tetracosyl n-hexanoate C(CCCCC)(=O)OCCCCCCCCCCCCCCCCCCCCCCCC